3-((2-(((2-hydroxyethyl)amino)methyl)-5-(N-methyl-N-((2-methyl-[1,1'-biphenyl]-3-yl)methyl)amino)phenoxy)methyl)benzonitrile dihydrochloride Cl.Cl.OCCNCC1=C(OCC=2C=C(C#N)C=CC2)C=C(C=C1)N(CC=1C(=C(C=CC1)C1=CC=CC=C1)C)C